OC(CCCCCCCCCC(=O)O)CCC(CCCCCCCC)O 11,14-Dihydroxydocosanoic acid